N-(2-((2S,6R)-2,6-dimethylmorpholino)-5-((6-((R)-3-(3'-fluoro-[1,1'-biphenyl]-3-yl)isoxazolidin-2-yl)pyrimidin-4-yl)amino)-4-methoxyphenyl)acrylamide C[C@@H]1O[C@@H](CN(C1)C1=C(C=C(C(=C1)OC)NC1=NC=NC(=C1)N1OCC[C@@H]1C=1C=C(C=CC1)C1=CC(=CC=C1)F)NC(C=C)=O)C